[N+](=O)([O-])C1=CC=C(C=C1)CC#N 2-(4-nitrophenyl)acetonitrile